C1(=CC=CC=C1)C1=NC(=NC(=N1)NC1=CC=CC=C1)C1OCCC1C(=O)N (4-phenyl-6-(phenylamino)-1,3,5-triazin-2-yl)tetrahydrofuran-3-carboxamide